OC(CN(CCN(CC(C)O)CC(C)O)CC(C)O)C N,N,N',N'-tetrakis-(2-hydroxypropyl)ethylenediamine